FC1=NC=CC(=C1C)N1CCC(CC1)C1=CC=2C(=NC=CN2)N(C1=O)CC1=C(C=CC=C1)C(F)(F)F 7-(1-(2-fluoro-3-methylpyridin-4-yl)piperidin-4-yl)-5-(2-(trifluoromethyl)benzyl)-pyrido[2,3-b]pyrazin-6(5H)-one